N[C@H](C(=O)NC[C@H](CN(C(=O)OC(C)(C)C)CC1(CN(C1)C(=O)OC(C)(C)C)O)O)CCCCNC(=O)OC(C)(C)C Tert-butyl 3-[[[(2R)-3-[[(2S)-2-amino-6-(tertbutoxycarbonylamino)hexanoyl]amino]-2-hydroxy-propyl]-tertbutoxycarbonyl-amino]methyl]-3-hydroxy-azetidine-1-carboxylate